N-(2,4-difluorobenzyl)pyridin-2-amine FC1=C(CNC2=NC=CC=C2)C=CC(=C1)F